C(=O)O.ClC1=CC(=C(C=C1)C1=C2C(=C(N=N1)N[C@H]1CN(CCC1)C)C=NC=C2)F 1-(4-chloro-2-fluorophenyl)-N-[(3R)-1-methylpiperidin-3-yl]pyrido[3,4-d]pyridazin-4-amine formate